N[C@@H](CC1=CNC=N1)C(=O)N Histidinamide